BrC1=CC=C(C=C1)C(CC(C(OC)OC)C1=CC=C(C=C1)C(C)(C)C)=O 1-(4-bromophenyl)-3-(4-(tert-butyl)phenyl)-4,4-dimethoxybutan-1-one